3,5-di-tert-butyl-4-hydroxy-benzaldehyde C(C)(C)(C)C=1C=C(C=O)C=C(C1O)C(C)(C)C